C(CC)S(=O)(=O)CCCCCCCCCC(=O)[O-] 10-(propylsulfonyl)decanoate